(R)-4-(((R)-1-(3-(1,1-difluoro-2-hydroxy-2-methylpropyl)-2-fluorophenyl)ethyl)amino)-8-methoxy-2,6-dimethyl-8-(trifluoromethyl)-6,8-dihydro-7H-pyrrolo[2,3-g]quinazolin-7-one FC(C(C)(C)O)(F)C=1C(=C(C=CC1)[C@@H](C)NC1=NC(=NC2=CC3=C(C=C12)N(C([C@]3(C(F)(F)F)OC)=O)C)C)F